(S)-(4-(7-methylpyrazolo[1,5-a]pyridin-2-yl)-6,7-dihydro-1H-imidazo[4,5-c]pyridin-5(4H)-yl)(5-(1-(trifluoromethyl)-1H-pyrazol-4-yl)-1,3,4-oxadiazol-2-yl)methanone CC1=CC=CC=2N1N=C(C2)[C@H]2N(CCC1=C2N=CN1)C(=O)C=1OC(=NN1)C=1C=NN(C1)C(F)(F)F